N-(5-(5-amino-4-cyano-1-isopropyl-1H-pyrazole-3-carbonyl)pyridin-3-yl)-2-(4-chlorophenyl)acetamide NC1=C(C(=NN1C(C)C)C(=O)C=1C=C(C=NC1)NC(CC1=CC=C(C=C1)Cl)=O)C#N